(Z)-tert-butylbut-2-enoate C(C)(C)(C)OC(\C=C/C)=O